C1(=CC=C(C=C1)NC1=CC=2C(C3=CC=CC=C3C2C=C1)(C)C)C1=CC=CC=C1 2-(1,1'-biphenyl-4-yl)amino-9,9-dimethylfluorene